N1=CC=CC2=CC=CC(=C12)NN Quinolin-8-yl-hydrazine